C(CCCCC)C1=C(C(=C2C(=C(C(C2=C1)CCCCCC)CCCCCC)CCCCCC)CCCCCC)CCCCCC hexahexylindene